Ketosuccinate O=C(C(=O)[O-])CC(=O)[O-]